(S)-2-(1-(2-fluoroacryloyl)-4-(7-(naphthalen-1-yl)-2-((tetrahydro-1H-pyrrolizin-7a(5H)-yl)methoxy)-5,6,7,8-tetrahydropyrido[3,4-d]pyrimidin-4-yl)piperazin-2-yl)acetonitrile FC(C(=O)N1[C@H](CN(CC1)C=1C2=C(N=C(N1)OCC13CCCN3CCC1)CN(CC2)C2=CC=CC1=CC=CC=C21)CC#N)=C